OC(CNC(=O)N1CC(CCC1)C1=CC=CC=C1)CN1CC=2NC3=CC=CC=C3C2CC1 N-(2-hydroxy-3-(1,3,4,9-tetrahydro-2H-pyrido[3,4-b]indol-2-yl)propyl)-3-phenylpiperidine-1-carboxamide